(Z)-oct-3-en-1-yl 8-((6-((4,4-bis(((Z)-oct-5-en-1-yl)oxy)butanoyl)oxy)hexyl)(2-hydroxyethyl)amino)octanoate C(CCC\C=C/CC)OC(CCC(=O)OCCCCCCN(CCCCCCCC(=O)OCC\C=C/CCCC)CCO)OCCCC\C=C/CC